1-amino-5-bromo-4-fluoro-2,3-dihydro-1H-indene-1-carboxylic acid NC1(CCC2=C(C(=CC=C12)Br)F)C(=O)O